S1C=C(C=C1)C=1C=C2CNCC2=CC1 5-(thiophene-3-yl)isoindoline